2-(4-hydroxybenzyl)cyclohexane-1,3-Dione phenyl-N-[4-[(2-chloro-6-fluoro-phenyl)carbamoyl]-2-fluoro-5-[(1S)-2,2,2-trifluoro-1-methyl-ethoxy]phenyl]carbamate C1(=CC=CC=C1)OC(NC1=C(C=C(C(=C1)O[C@H](C(F)(F)F)C)C(NC1=C(C=CC=C1F)Cl)=O)F)=O.OC1=CC=C(CC2C(CCCC2=O)=O)C=C1